N-(5-((6-((R)-3-(2,5-difluorophenyl)isoxazolidine-2-yl)pyrimidine-4-yl)amino)-2-(4-ethylpiperazine-1-yl)-4-methoxyphenyl)acrylamide FC1=C(C=C(C=C1)F)[C@@H]1N(OCC1)C1=CC(=NC=N1)NC=1C(=CC(=C(C1)NC(C=C)=O)N1CCN(CC1)CC)OC